N1CC(C(C(C1)O)O)O racemic-cis-piperidine-3,4,5-triol